3-(2,5-Dimethyl-1H-pyrrol-1-yl)-4-methoxy-1-methyl-5-(1,1,1-trifluoropropan-2-yl)-1H-indazole CC=1N(C(=CC1)C)C1=NN(C2=CC=C(C(=C12)OC)C(C(F)(F)F)C)C